C(C=C)(=O)N1CCC(CC1)OC=1N=C2C(=NC1)NC=C2C(=O)N[C@H]2[C@@H](CCC2)F 2-[(1-acryloylpiperidin-4-yl)oxy]-N-[(1R,2R)-2-fluorocyclopentyl]-5H-pyrrolo[2,3-b]pyrazine-7-carboxamide